2-[2-(4,4-difluoroazepan-1-yl)-5-methyl-6-(trifluoromethyl)-3-pyridyl]-5-ethoxy-1H-1,6-naphthyridin-4-one FC1(CCN(CCC1)C1=NC(=C(C=C1C=1NC2=CC=NC(=C2C(C1)=O)OCC)C)C(F)(F)F)F